ClC=1C(=C(OC2=CC=C(C=C2)C=2N=C(N3C2C=NC=C3)[C@H]3N(CCC3)C(C#CC)=O)C=CC1)F (S)-1-(2-(1-(4-(3-chloro-2-fluorophenoxy)phenyl)imidazo[1,5-a]pyrazin-3-yl)pyrrolidin-1-yl)but-2-yn-1-one